(4-piperidinyloxy)cyclobutanol N1CCC(CC1)OC1(CCC1)O